tert-butyl (S)-(1-(8-chloro-1-oxo-2-phenyl-1,2-dihydroisoquinolin-3-yl)ethyl)carbamate ClC=1C=CC=C2C=C(N(C(C12)=O)C1=CC=CC=C1)[C@H](C)NC(OC(C)(C)C)=O